CC(C(=O)O)(CCCCOC1=C(C=CC=C1)CN1C(=NC=C1C)C1=CC=C(C=C1)C(F)(F)F)C 2,2-dimethyl-6-(2-((5-methyl-2-(4-(trifluoromethyl)phenyl)-1H-imidazol-1-yl)methyl)phenoxy)hexanoic acid